COC1=C(C=NN1[C@H]1COCCC1)C1=NN(C2=CN=C(C=C21)NC(=O)C2CC2)C (R)-N-(3-(5-methoxy-1-(tetrahydro-2H-pyran-3-yl)-1H-pyrazol-4-yl)-1-methyl-1H-pyrazolo[3,4-c]pyridin-5-yl)cyclopropanecarboxamide